OC(C)(C)C=1C=C(C(=O)OC)C=C(C1)OC(F)(F)F methyl 3-(1-hydroxy-1-methyl-ethyl)-5-(trifluoromethoxy)benzoate